Oxyllithium O[Li]